[Ca+2].C(N(CC(=O)[O-])CC(=O)[O-])CN(CC(=O)[O-])CC(=O)[O-].[Na+].[Na+] Disodium edetate calcium salt